CS(=O)(=O)C1=CC2=C(N=C(N=C2O)C)C=N1 6-(methanesulfonyl)-2-methylpyrido[3,4-d]pyrimidin-4-ol